ClC1=CC(=C(COC=2C=C(C=CC2)C2=CC=C(C=C2)CC2=NC3=C(N2CC2OCCC2)C=C(C=C3)C(=O)O)C=C1)F 2-((3'-(4-chloro-2-fluorobenzyloxy)biphenyl-4-yl)methyl)-1-((tetrahydrofuran-2-yl)methyl)-1H-benzo[d]imidazole-6-carboxylic acid